C(C)(C)(C)C(=O)OC(=O)C(C)(C)C tert-butyl-formic anhydride